3-difluoromethyl-5-fluoro-4-phenyl-1-(4-bromophenyl)-1H-pyrazole FC(C1=NN(C(=C1C1=CC=CC=C1)F)C1=CC=C(C=C1)Br)F